hexafluoro-1-cyclopentene FC1(C(C(C=C1)(F)F)(F)F)F